FC(COC=1C=C(C=NC1)N1C(C(C2=CC(=CC=C12)C(=O)NC1(CS(C1)(=O)=O)C)(C)C)=O)F 1-[5-(2,2-difluoroethoxy)-3-pyridinyl]-3,3-dimethyl-N-(3-methyl-1,1-dioxo-thietan-3-yl)-2-oxo-indoline-5-carboxamide